CC(C)(C1=CC=CC=C1)C1=C(C=CC(=C1)C(CC(C)(C)C)(C)C)O (1-methyl-1-phenylethyl)-4-(1,1,3,3-tetramethylbutyl)phenol